5-chloro-3,4-dihydroquinazolin-2(1H)-thione ClC1=C2CNC(NC2=CC=C1)=S